(1-(3-((7-bromo-2-oxo-2H-chromen-4-yl)oxy)propyl)piperidin-4-yl)(methyl)carbamic acid tert-butyl ester C(C)(C)(C)OC(N(C)C1CCN(CC1)CCCOC1=CC(OC2=CC(=CC=C12)Br)=O)=O